N1(CCCC1)C(C(=O)N)CC 2-(pyrrolidin-1-yl)butaneamide